C(N)(=N)C=1C=C(SC1)CNC(=O)[C@H]1N([C@H]2C[C@]2(C1)C)C(CN1C(C2=CC=C(C=C2C1)OC1=CC=CC=C1)=O)=O (1S,3S,5S)-N-((4-carbamimidoylthiophen-2-yl)methyl)-5-methyl-2-(2-(1-oxo-5-phenoxyisoindolin-2-yl)acetyl)-2-azabicyclo[3.1.0]hexane-3-carboxamide